Ethyl (E)-8-(2-bromothiazol-4-yl)oct-7-enoate BrC=1SC=C(N1)/C=C/CCCCCC(=O)OCC